pentalene-4-carboxylic acid tert-butylamide C(C)(C)(C)NC(=O)C=1C2=CC=CC2=CC1